FC(S(=O)(=O)ON1C(CCC1=O)=O)(F)F N-trifluoromethanesulfonyl-oxysuccinimide